2-amino-3-(7-(difluoromethyl)thieno[3,2-b]pyridine-2-carboxamido)propanoic acid NC(C(=O)O)CNC(=O)C1=CC2=NC=CC(=C2S1)C(F)F